N-(2,6-dibromo-4-fluoro-phenyl)thioacetamide BrC1=C(C(=CC(=C1)F)Br)NC(C)=S